tert-Butyl 5,6,9,10-tetrahydro-4H-isoxazolo[5,4-c]pyrido[4',3':3,4]pyrazolo[1,5-a]azepine-11(12H)-carboxylate O1N=CC2=C1C=1N(CCC2)N=C2C1CN(CC2)C(=O)OC(C)(C)C